2-[3-(2-chlorophenyl)-5-{1-[3-[(tert-butyldimethylsilyl)oxy]-3-methylcyclobutyl]-5-(trifluoromethyl)-1H-pyrazol-4-yl}-1,2-oxazol-4-yl]pyrazine ClC1=C(C=CC=C1)C1=NOC(=C1C1=NC=CN=C1)C=1C=NN(C1C(F)(F)F)C1CC(C1)(C)O[Si](C)(C)C(C)(C)C